9-(3-(dimethylamino)propyl)-15-(1-((9Z,12Z)-octadeca-9,12-dien-1-yl)-1H-1,2,3-triazol-4-yl)-8,12-dioxo-7,13-dioxa-3,4-dithia-9-azapentadecyl nonanoate C(CCCCCCCC)(=O)OCCSSCCOC(N(CCC(OCCC=1N=NN(C1)CCCCCCCC\C=C/C\C=C/CCCCC)=O)CCCN(C)C)=O